ClC1=CC2=C(N(C(N=C2N2[C@H](CNCC2)C)=O)C=2C(=NOC2C(C)C)C)N=C1C1=C(C=CC=C1O)F 6-chloro-7-(2-fluoro-6-hydroxyphenyl)-1-(5-isopropyl-3-methylisoxazol-4-yl)-4-((S)-2-methylpiperazin-1-yl)pyrido[2,3-d]pyrimidin-2(1H)-one